FC=1C=C(C#N)C=C(C1)NC1=CC=NC=C1 3-fluoro-5-(pyridin-4-ylamino)benzonitrile